CC1(NC=2C=CC=C3C(=CC=C(N1)C23)N=NC2=CC=C(C3=CC=CC=C23)N=NC2=CC=CC=C2)C (2,2-dimethyl-1,3-dihydroperimidin-6-yl)-(4-phenylazo-1-naphthyl)diazene